2-methyl-6-(trifluoromethyl)quinazoline-4-thiol CC1=NC2=CC=C(C=C2C(=N1)S)C(F)(F)F